N-[1-(4-chloro-3-cyano-1H-indol-7-yl)piperidin-4-yl]-4-[4-(dibutoxymethyl)piperidin-1-yl]-2,6-difluorobenzamide ClC1=C2C(=CNC2=C(C=C1)N1CCC(CC1)NC(C1=C(C=C(C=C1F)N1CCC(CC1)C(OCCCC)OCCCC)F)=O)C#N